tert-butyl 4-[[4-(2,6-dioxo-3-piperidinyl) phenyl] methyl]-4-fluoro-piperidine-1-carboxylate O=C1NC(CCC1C1=CC=C(C=C1)CC1(CCN(CC1)C(=O)OC(C)(C)C)F)=O